Heptane-2-amine hydrochloride Cl.CC(CCCCC)N